C(CCCCCCCCCCC)NCCC(=O)[O-].[Na+] sodium 3-(dodecylamino)propionate